C1(CC1)N1N=CC(=C1)C=1C=NC=2CCN(CC2C1)C=1C(=CC=2N(N1)C(C=C(N2)COC)=O)C 7-(3-(1-cyclopropyl-1H-pyrazol-4-yl)-7,8-dihydro-1,6-naphthyridin-6(5H)-yl)-2-(methoxymethyl)-8-methyl-4H-pyrimido[1,2-b]pyridazin-4-one